BrC1=C(C=C(C=C1)F)OC 1-bromo-4-fluoro-2-methoxybenzene